[3-[3,5-di-t-butyl-4-hydroxyphenyl]propionyl]propanehydrazide C(C)(C)(C)C=1C=C(C=C(C1O)C(C)(C)C)CCC(=O)C(C(=O)NN)C